(3-chloro-6-(difluoromethyl)-2-fluorophenyl)-N-(1-((S)-1-(4-methyl-2-((1R,5S)-2-oxo-3-azabicyclo[3.1.0]hex-3-yl)pyrimidin-5-yl)ethyl)-1H-pyrazol-4-yl)pyrazine-2-carboxamide ClC=1C(=C(C(=CC1)C(F)F)C=1C(=NC=CN1)C(=O)NC=1C=NN(C1)[C@@H](C)C=1C(=NC(=NC1)N1C([C@@H]2C[C@@H]2C1)=O)C)F